BrC1=CNC2=C(C=CC=C12)C(C)=O 1-(3-bromo-1H-indol-7-yl)ethanone